C(C)P(OCC)(OCC)=S Diethyl ethylphosphonothioate